1,1,1,3,3,3-hexafluoro-propan-2-yl (±)-1-(pyridazin-4-ylcarbamoyl)-6-azaspiro[2.5]octane-6-carboxylate N1=NC=C(C=C1)NC(=O)[C@@H]1CC12CCN(CC2)C(=O)OC(C(F)(F)F)C(F)(F)F |r|